Ethyl 3-(5-bromo-3-(pivaloyloxy) pyridinecarboxamido)-2,2-dimethylpropionate BrC=1C=C(C(=NC1)C(=O)NCC(C(=O)OCC)(C)C)OC(C(C)(C)C)=O